amino-5-chloro-4-pentenoic acid NC(C(=O)O)CC=CCl